C1C2C(=C(C3=NC4=C(N=C3O2)N=C(NC4=O)N)O)OP(=O)(O1)O The molecule is a linear-fused organic heterotetracyclic compound consisting of a [1,3,2]dioxaphosphinane fused to a pyran ring which is in turn fused to a pteridine ring system. It is an organic heterotetracyclic compound, an oxacycle and an organonitrogen heterocyclic compound.